COC1=CC=C(C=N1)N1N=C(C2=C1CCOCC2)C=2C=NN(C2)[C@H](C)C2CCN(CC2)C(=O)OC(C)(C)C tert-butyl (R)-4-(1-(4-(1-(6-methoxypyridin-3-yl)-4,5,7,8-tetrahydro-1H-oxepino[4,5-c]pyrazol-3-yl)-1H-pyrazol-1-yl)ethyl)piperidine-1-carboxylate